2-CYCLOHEXYL-4,6-DIMETHYL-1H-INDOLE-3-CARBOXALDEHYDE C1(CCCCC1)C=1NC2=CC(=CC(=C2C1C=O)C)C